(R)-1-(8-(5-(5-(1-(1H-pyrrolo[2,3-b]pyridin-4-yl)ethoxy)-1H-indazol-3-yl)pyridin-2-yl)-2,8-diazaspiro[4.5]decan-2-yl)ethan-1-one methyl-p-methoxycinnamate COC(C=CC1=CC=C(C=C1)OC)=O.N1C=CC=2C1=NC=CC2[C@@H](C)OC=2C=C1C(=NNC1=CC2)C=2C=CC(=NC2)N2CCC1(CCN(C1)C(C)=O)CC2